CC(C(=O)O)C(C)O alpha-methyl-beta-hydroxybutyric acid